CC(=COCCOCCOCCOCCCC)C1=CC(=CC=C1)C(C)=COCCOCCOCCOCCCC 1,3-di(4,7,10,13-tetraoxaheptadec-2-en-2-yl)benzene